C(C)(C)(C)OC(=O)N[C@@H](CC(=O)OCC)C=1C=C(C=C(C1F)C)C1=C(C=C(C=C1C)C)C1CC1 ethyl (S)-3-((tert-butoxycarbonyl)amino)-3-(2'-cyclopropyl-4-fluoro-4',5,6'-trimethyl-[1,1'-biphenyl]-3-yl)propanoate